N-((4-((((1r,4r)-4-hydroxy-4-methylcyclohexyl)methyl)amino)-3-nitrophenyl)sulfonyl)-4-(6-((R)-3-(2-isopropylphenyl)morpholino)-2-azaspiro[3.3]heptan-2-yl)benzamide OC1(CCC(CC1)CNC1=C(C=C(C=C1)S(=O)(=O)NC(C1=CC=C(C=C1)N1CC2(C1)CC(C2)N2[C@@H](COCC2)C2=C(C=CC=C2)C(C)C)=O)[N+](=O)[O-])C